tert-butyl ((S)-1-(((4S,7S,9aS)-7-(1H-indole-1-carbonyl)-8,8-dimethyl-5-oxooctahydropyrrolo[2,1-b][1,3]oxazepin-4-yl)amino)-1-oxopropan-2-yl)(methyl)carbamate N1(C=CC2=CC=CC=C12)C(=O)[C@@H]1C(C[C@@H]2OCC[C@@H](C(N21)=O)NC([C@H](C)N(C(OC(C)(C)C)=O)C)=O)(C)C